tert-butyl (S)-2-(((1-(4-fluoro-3-(trifluoromethyl)phenyl)cyclopropyl)amino)methyl)pyrrolidine-1-carboxylate FC1=C(C=C(C=C1)C1(CC1)NC[C@H]1N(CCC1)C(=O)OC(C)(C)C)C(F)(F)F